COC=1C=C(CC2(CCC2)CNC(=O)C2=NN(C(N2)=O)C)C=CC1 N-((1-(3-methoxybenzyl)cyclobutyl)methyl)-1-methyl-5-oxo-4,5-dihydro-1H-1,2,4-triazole-3-carboxamide